FC=1C=C(C=CC1F)[C@@H]1[C@H](O[C@]([C@@H]1C)(C(F)(F)F)C)C(=O)NC1=CC(=NC=C1)C(=O)N (2S,3R,4R,5R)-4-[[3-(3,4-difluorophenyl)-4,5-dimethyl-5-(trifluoromethyl)tetrahydrofuran-2-carbonyl]amino]pyridine-2-carboxamide